N[C@H](C(=O)N1[C@@H](C(C1)(C)C)C(=O)O)C(C)(C)C (2S)-1-[(2S)-2-amino-3,3-dimethyl-butanoyl]-3,3-dimethyl-azetidine-2-carboxylic acid